N-(2-Methoxyethyl)-N-methyl-2-(1-methyl-1H-imidazol-2-yl)-5,6-diphenylthieno[2,3-d]pyrimidin-4-amine COCCN(C=1C2=C(N=C(N1)C=1N(C=CN1)C)SC(=C2C2=CC=CC=C2)C2=CC=CC=C2)C